(RS)-2-(tert-butyl)-6-cyclopropyl-7-(3-methoxypropoxy)-2,3-dihydro-4H-pyrano[3,2-b]pyridin-4-one C(C)(C)(C)[C@H]1CC(C2=NC(=C(C=C2O1)OCCCOC)C1CC1)=O |r|